FC(C(=O)O)(F)F.C(C(C)C)N1C2=C(C=3C=CC=CC13)CNCC2 5-isobutyl-2,3,4,5-tetrahydro-1H-pyrido[4,3-b]indole trifluoroacetate salt